N12CCCN=CC2CCCC1 1,5-diazabicyclo[5.4.0]undec-5-ene